(2r,5s)-4-(3,4-dimethyl-5-oxo-2-(tetrahydro-2H-pyran-2-yl)-4,5-dihydro-2H-pyrazolo[4,3-d]pyrimidin-7-yl)-2,5-dimethylpiperazine-1-carboxylic acid tert-butyl ester C(C)(C)(C)OC(=O)N1[C@@H](CN([C@H](C1)C)C=1C=2C(N(C(N1)=O)C)=C(N(N2)C2OCCCC2)C)C